ClC1=CC(=C(C=C1)C1=NC(=CC=2N=C(N(C(C21)=O)C)C)N2C[C@H](OCC2)C=2C=NC(=CC2)C)F 5-(4-chloro-2-fluorophenyl)-2,3-dimethyl-7-((2R)-2-(6-methyl-3-pyridinyl)-4-morpholinyl)-pyrido[4,3-d]pyrimidin-4(3H)-one